2,3,6-trifluoromethylphenol FCC1=C(C(=CC=C1CF)CF)O